O1C(C(OC2=C1C=CC=C2)([2H])[2H])([2H])[2H] 2,3-dihydro(2,2,3,3-2H4)-1,4-benzodioxine